C(CCC)N1C(CCCC1)C(=O)NC1=C(C=CC=C1C)C 1-butyl-N-(2,6-dimethylphenyl)-2-piperidinecarboxamide